dimethyl 6-(2-fluoro-6-methoxyphenyl)pyrazolo(1,5-a)pyridine-3,5-dicarboxylate FC1=C(C(=CC=C1)OC)C=1C(=CC=2N(C1)N=CC2C(=O)OC)C(=O)OC